N[C@H]1CN(CCC1)C=1N(C(N(C(C1)=O)CC=1C=C(C(=O)NCCC2=CC(=CC=C2)F)C=CC1)=O)CC#CC (R)-3-((4-(3-aminopiperidin-1-yl)-3-(but-2-yn-1-yl)-2,6-dioxo-3,6-dihydropyrimidin-1(2H)-yl)methyl)-N-(3-fluorophenylethyl)benzamide